2-[4-[(2-hydroxy-3-dodecyloxypropyl)oxy]-2-hydroxyphenyl]-4,6-bis(2,4-xylyl)1,3,5-triazine OC(COC1=CC(=C(C=C1)C1=NC(=NC(=N1)C1=C(C=C(C=C1)C)C)C1=C(C=C(C=C1)C)C)O)COCCCCCCCCCCCC